tert-butyl (3-bromo-2-fluoropropyl)carbamate BrCC(CNC(OC(C)(C)C)=O)F